1,1-dimethylethylhydroperoxide CC(C)(C)OO